(E)-1-(4-Hydroxyphenyl)-3-[3-methoxy-4-[(4-nitrophenyl)methoxy]phenyl]prop-2-en-1-one OC1=CC=C(C=C1)C(\C=C\C1=CC(=C(C=C1)OCC1=CC=C(C=C1)[N+](=O)[O-])OC)=O